tert-butyl 3-[3-[3,5-dimethoxy-4-(2,2,2-trifluoroethylcarbamoyl) phenyl]imidazo[1,2-a]pyridin-7-yl]azetidine-1-carboxylate COC=1C=C(C=C(C1C(NCC(F)(F)F)=O)OC)C1=CN=C2N1C=CC(=C2)C2CN(C2)C(=O)OC(C)(C)C